2-(5-ethylthiophen-2-yl)ethanol C(C)C1=CC=C(S1)CCO